Tert-butyl N2-(((9H-fluoren-9-yl)methoxy)carbonyl)-N6-(2-((3aS,4S,6R,6aR)-6-(hydroxymethyl)-2,2-dimethyltetrahydrofuro[3,4-d][1,3]dioxol-4-yl)acetyl)-L-lysinate C1=CC=CC=2C3=CC=CC=C3C(C12)COC(=O)N[C@@H](CCCCNC(C[C@@H]1O[C@@H]([C@H]2OC(O[C@H]21)(C)C)CO)=O)C(=O)OC(C)(C)C